bifluorenol C1(C(=CC=C2C3=CC=CC=C3C=C12)O)=C1C=CC=C2C3=CC=CC=C3C=C12